1-(2-fluorophenyl)but-3-en-1-ol FC1=C(C=CC=C1)C(CC=C)O